4-((2-benzyl-3,5-dioxo-6-(tetrahydro-2H-pyran-4-yl)-2,5-dihydro-1,2,4-triazin-4(3H)-yl)methyl)benzoate C(C1=CC=CC=C1)N1N=C(C(N(C1=O)CC1=CC=C(C(=O)[O-])C=C1)=O)C1CCOCC1